C(C)(C)(C)OC(=O)N1C[C@H]([C@@H](C1)C1=CC=C(C=C1)C#N)CC1=C2C=CN(C2=C(C=C1C)C)C(=O)OC(C)(C)C |r| rac-tert-butyl 4-(((3S,4R)-1-(tert-butoxycarbonyl)-4-(4-cyanophenyl) pyrrolidin-3-yl) methyl)-5,7-dimethyl-1H-indole-1-carboxylate